1-(4-chloro-3-fluorophenyl)-3,3-diethyl-2,3-dihydro-1H-pyrrolo[3,2-b]pyridine ClC1=C(C=C(C=C1)N1CC(C2=NC=CC=C21)(CC)CC)F